BrC=1C=C(C=C(C1)S(=O)(=O)C)NC(=O)C=1SC=C(C1)C=1C=NC=CC1 N-(3-bromo-5-(methylsulfonyl)phenyl)-4-(pyridin-3-yl)thiophene-2-carboxamide